2',6'-bis(benzyloxy)-3-fluoro-6-methyl-[2,3'-bipyridin]-5-amine C(C1=CC=CC=C1)OC1=NC(=CC=C1C1=NC(=C(C=C1F)N)C)OCC1=CC=CC=C1